4-(2-hydroxypropan-2-yl)-N,N-dimethylthiophene-2-sulfonoimidamide OC(C)(C)C=1C=C(SC1)S(=O)(N(C)C)=N